azecan N1CCCCCCCCC1